5-[6-fluoro-1-[(4-methoxyphenyl)methyl]-4-[[(6-methoxy-2-pyridyl)amino]methyl]indazol-7-yl]-1,1-dioxo-1,2,5-thiadiazolidin-3-one FC1=CC(=C2C=NN(C2=C1N1CC(NS1(=O)=O)=O)CC1=CC=C(C=C1)OC)CNC1=NC(=CC=C1)OC